O1COC2=C1C=CC(=C2)C2=CC=C(C(N2CC=2C=NC=C(C2)C(C2=CC=C(C=C2)F)=O)=O)C(C(=O)N)(C)NC 6-benzo[1,3]dioxol-5-yl-[1-(5-(4-fluoro-benzoyl)-pyridin-3-ylmethyl)-2-oxo-1,2-dihydro-pyridin-3-yl]-2-methylamino-propionamide